1-(4-[(2,6-difluorophenyl)carbamoyl]-2-fluoro-5-{[(2S)-1,1,1-trifluoropropan-2-yl]oxy}phenyl)-4-ethyl-5-oxo-4,5-dihydro-1H-1,2,4-triazole-3-carboxamide FC1=C(C(=CC=C1)F)NC(=O)C1=CC(=C(C=C1O[C@H](C(F)(F)F)C)N1N=C(N(C1=O)CC)C(=O)N)F